N-(4-mesitylbenzo[d]thiazol-2-yl)pivalamide C1(=C(C(=CC(=C1)C)C)C1=CC=CC2=C1N=C(S2)NC(C(C)(C)C)=O)C